2-((3-(4-((2-amino-4-(1-hydroxyhexan-3-ylamino)-6-methylpyrimidin-5-yl)methyl)-3-methoxyphenoxy)propyl)(2,2-difluoroethyl)amino)acetic acid NC1=NC(=C(C(=N1)NC(CCO)CCC)CC1=C(C=C(OCCCN(CC(=O)O)CC(F)F)C=C1)OC)C